2-(5-Methyl-2-(2-(4-methylpiperazin-1-yl)benzo[d]thiazol-5-yl)piperidin-1-yl)-2-oxoacetic acid CC1CCC(N(C1)C(C(=O)O)=O)C=1C=CC2=C(N=C(S2)N2CCN(CC2)C)C1